CC(CCC=CC)(C)C 6,6-dimethylhept-2-en